FC(F)C=1C(=NC=CC1)C(=O)NC1=CC2=CN(N=C2C=C1)C1CCC(CC1)CO (difluoromethyl)-N-[2-[4-(hydroxymethyl)cyclohexyl]indazol-5-yl]pyridine-2-carboxamide